CC=1C=C(C=C(C1)C(F)(F)F)CC(=O)Cl 2-[3-methyl-5-(trifluoromethyl)phenyl]acetyl chloride